(2s,3r,4r,5s)-5-(4-amino-2-fluoropyrrolo[2,1-f][1,2,4]triazin-7-yl)-4-fluoro-2-(iodomethyl)tetrahydrofuran-3-ol NC1=NC(=NN2C1=CC=C2[C@H]2[C@@H]([C@@H]([C@H](O2)CI)O)F)F